N1=CCNC(=C1)C(=O)OC(C)(C)C t-butyl pyrazine-5(4H)-carboxylate